N-((1-acetyl-5-(bis(4-methoxybenzyl)amino)-6-methyl-1H-pyrrolo[3,2-b]pyridin-2-yl)methyl)-N-methylacetamide C(C)(=O)N1C(=CC2=NC(=C(C=C21)C)N(CC2=CC=C(C=C2)OC)CC2=CC=C(C=C2)OC)CN(C(C)=O)C